methyl 8-(1H-pyrazol-1-yl)quinoline-3-carboxylate N1(N=CC=C1)C=1C=CC=C2C=C(C=NC12)C(=O)OC